[4-[6-chloro-3-[1-(2-isopropyl-3,6-dimethyl-4-oxo-chromen-8-yl) ethylamino]-2-pyridyl]-2-formyl-3-(trideuteriomethyl)phenyl] trifluoromethanesulfonate FC(S(=O)(=O)OC1=C(C(=C(C=C1)C1=NC(=CC=C1NC(C)C=1C=C(C=C2C(C(=C(OC12)C(C)C)C)=O)C)Cl)C([2H])([2H])[2H])C=O)(F)F